1-(3-(4-(cyclopentanecarbonyl)piperazine-1-carbonyl)-4-iodobenzyl)pyrido[2,3-d]pyrimidine-2,4(1H,3H)-dione C1(CCCC1)C(=O)N1CCN(CC1)C(=O)C=1C=C(CN2C(NC(C3=C2N=CC=C3)=O)=O)C=CC1I